ClC1=C(C(=O)NNC(C(=O)OC)=O)C=CC=C1 methyl 2-(2-(2-chlorobenzoyl) hydrazino)-2-oxoacetate